C(C)S(=O)(=O)C=1C(=NC=CC1)C(=O)Cl 3-ethylsulfonyl-pyridine-2-carbonyl chloride